3-chloro-6-(3,4-dimethylphenyl)-2-methoxy-pyridine ClC=1C(=NC(=CC1)C1=CC(=C(C=C1)C)C)OC